3-hexylthio-1,2,4-triazole C(CCCCC)SC1=NNC=N1